C1(CC1)NCC#N (cyclopropyl)aminoacetonitrile